CC(CC)CC(C(=O)O)(C)OC=O.C(=O)OC(C(=O)OC(C)CC)(C)C sec-butyl α-formyloxyisobutyrate (butan-2-yl α-formyloxyisobutyrate)